FC=1C(=NC(=NC1)NC=1C=NC(=CC1)N1CCN(CC1)CCN1CCOCC1)C1=CN=C2N1C=C(C=C2)C2=CC=CC=C2 5-Fluoro-N-(6-(4-(2-morpholinoethyl)piperazin-1-yl)pyridin-3-yl)-4-(6-phenylimidazo[1,2-a]pyridin-3-yl)pyrimidin-2-amine